salicylidenesalicyloylhydrazine LITHIUM ALUMINUM FLUORIDE [F-].[Al+3].[Li+].C(C=1C(O)=CC=CC1)=NNC(C=1C(O)=CC=CC1)=O.[F-].[F-].[F-]